2-(3,6-Di(pyrrolidin-1-yl)xanthylium-9-yl)benzoate N1(CCCC1)C=1C=CC2=C(C3=CC=C(C=C3[O+]=C2C1)N1CCCC1)C1=C(C(=O)[O-])C=CC=C1